6-methoxy-1-methyl-2-azaspiro[3.3]heptane-2-thiocarboxylic acid-O-tert-butyl ester C(C)(C)(C)OC(=S)N1C(C2(C1)CC(C2)OC)C